2-methyl-5-(4-methylpiperazin-1-yl)benzamide dihydrochloride Cl.Cl.CC1=C(C(=O)N)C=C(C=C1)N1CCN(CC1)C